[Cl-].OC(C[N+](C)(C)C)COC1=CC=2C(C3=CC=CC=C3SC2C(=C1C)C)=O 2-hydroxy-3-(3,4-dimethyl-9-oxo-9H-thioxanthen-2-yloxy)-N,N,N-trimethyl-1-propylammonium chloride